6-[4-[[3-(5-Hydroxypyridin-3-yl)-5-(trifluoromethoxy)phenyl]methyl]piperazin-1-yl]pyridazine-3-carboxylic acid OC=1C=C(C=NC1)C=1C=C(C=C(C1)OC(F)(F)F)CN1CCN(CC1)C1=CC=C(N=N1)C(=O)O